2-benzyl-5-methyl-1,2,4-triazole-3-carboxylate C(C1=CC=CC=C1)N1N=C(N=C1C(=O)[O-])C